4-(4-aminophenyl)-N,N-dimethylpyridin-3-amine NC1=CC=C(C=C1)C1=C(C=NC=C1)N(C)C